ClC1=C2C(=NC=C1)N(C(=C2)C2=CC=C(C=C2)OCC)C(=O)OC(C)(C)C tert-butyl 4-chloro-2-(4-ethoxyphenyl)-1H-pyrrolo[2,3-b]pyridine-1-carboxylate